1-hexyl-3-butylpyrrolium acetate C(C)(=O)[O-].C(CCCCC)[NH+]1C=C(C=C1)CCCC